[I-].C(CCCCC)N hexylamine iodide